OC=1C(=C(C=CC1)C1=CC(=NC2=C(C=CC(=C12)C)C)C(=O)N)C 4-(3-Hydroxy-2-methylphenyl)-5,8-dimethylquinoline-2-carboxamide